ClC1=CC(=NC(=C1O)Cl)C1=NC(=NC(=N1)N[C@@H](C(F)(F)F)C)N[C@@H](C(F)(F)F)C 6-(4,6-dichloro-5-hydroxylpyridin-2-yl)-N2,N4-bis((R)-1,1,1-trifluoroprop-2-yl)-1,3,5-triazine-2,4-diamine